CON(C(=O)C=1SC=C(C1)C)C N-Methoxy-N,4-dimethylthiophene-2-carboxamide